O=C1NC(CCC1N1C(C2=CC=C(C=C2C1=O)N1CC(CC1)N1N=CC(=C1)C1=CC=C(C=C1)N(C(C)=O)C1CCC(CC1)NC1=NC2=CC=CC=C2C=N1)=O)=O N-(4-(1-(1-(2-(2,6-dioxopiperidin-3-yl)-1,3-dioxoisoindolin-5-yl)pyrrolidin-3-yl)-1H-pyrazol-4-yl)phenyl)-N-((1r,4r)-4-(quinazolin-2-ylamino)cyclohexyl)acetamide